FC1(CCC1)CN1N=CC(=C1)C=1C=CC(=NC1C1=CC=C2C=CC=NC2=C1)C#N 5-{1-[(1-Fluorocyclobutyl)methyl]-1H-pyrazol-4-yl}-6-chinolin-7-ylpyridin-2-carbonitril